COC1=CC=C(C(=O)N(CCC2=NC=CC=C2)C2=CC=CC=C2)C=C1 4-Methoxy-N-phenyl-N-[2-(pyridin-2-yl)ethyl]benzamide